COC(=O)C1(CCC2(C(=CC3=CC(=C(C=C23)C=O)Cl)Br)CC1)N(C(C(F)(F)F)=O)C1=CC(=CC=C1)Cl (1s,4s)-2'-bromo-5'-chloro-4-[(3-chlorophenyl)(trifluoroacetyl)amino]-6'-formylspiro[cyclohexane-1,1'-indene]-4-carboxylic acid methyl ester